7-bromo-6-fluoro-2,3-dihydroindene-1-one BrC=1C(=CC=C2CCC(C12)=O)F